ClC=1C=C(OC=2C=C(\C=C/3\C(=C(C4=CC(=CC=C34)F)CC(=O)O)C)C=CC2)C=CC1O (Z)-2-(1-(3-(3-chloro-4-hydroxyphenoxy)benzylidene)-5-fluoro-2-methyl-1H-inden-3-yl)acetic acid